N-{3-[1-(2-fluoro-4-iodophenyl)-3,6,8-trimethyl-2,4,7-trioxo-1,2,3,4,7,8-hexahydro-pyrido[2,3-d]pyrimidin-5-ylamino]phenyl}methanesulfonamide FC1=C(C=CC(=C1)I)N1C(N(C(C2=C1N(C(C(=C2NC=2C=C(C=CC2)NS(=O)(=O)C)C)=O)C)=O)C)=O